C1(CC1)C1=NN(C(=C1)C1=CC=CC=C1)C1=CC=CC=C1 3-cyclopropyl-1,5-diphenyl-1H-pyrazole